N-((2R,3S)-2-(((cis-4-(2,3-difluorophenyl)cyclohexyl)oxy)methyl)piperidin-3-yl)methanesulfonamide FC1=C(C=CC=C1F)[C@H]1CC[C@H](CC1)OC[C@@H]1NCCC[C@@H]1NS(=O)(=O)C